5-Methoxy-3-methyl-1H-benzo[g]indazole COC=1C=C2C(=NNC2=C2C1C=CC=C2)C